Cl.Cl.NCC(COC1=C(C=NN1C)C1=NC=CC(=N1)N)(C)C 2-(5-(3-amino-2,2-dimethylpropoxy)-1-methyl-1H-pyrazol-4-yl)pyrimidin-4-amine dihydrochloride